O=C1NC(CCC1N1C(C2=CC=CC(=C2C1=O)OCCCC1=CC=C(C=C1)N(C(OC(C)(C)C)=O)C)=O)=O tert-butyl (4-(3-((2-(2,6-dioxopiperidin-3-yl)-1,3-dioxoisoindolin-4-yl)oxy)propyl)phenyl)(methyl)carbamate